tri-n-butyloctylphosphine bistrifluoromethanesulfonimide salt [N-](S(=O)(=O)C(F)(F)F)S(=O)(=O)C(F)(F)F.C(CCC)C(CCCCCCCP)(CCCC)CCCC